C(C)OC(COC1=NOC(=C1)C(C(=O)O)C(C)C)OCC 2-(3-(2,2-diethoxyethoxy)isoxazol-5-yl)-3-methylbutanoic acid